(R)-6-chloro-3-((1-(2-cyano-7-methyl-3-(4-(4-(methylcarbamoyl)phenyl)piperazin-1-yl)quinoxalin-5-yl)ethyl)amino)picolinic acid ClC1=CC=C(C(=N1)C(=O)O)N[C@H](C)C1=C2N=C(C(=NC2=CC(=C1)C)C#N)N1CCN(CC1)C1=CC=C(C=C1)C(NC)=O